COC1=CC(=NC=N1)N1CC2(CC2)C(CC1)C(=O)O 5-(6-methoxypyrimidin-4-yl)-5-azaspiro[2.5]octane-8-carboxylic acid